BrC1=C(C(=O)O)C(=CC(=C1O)Br)Br ls-2,4,6-tribromo-3-hydroxybenzoic acid